NC1=C(C=C(C=C1F)OC)C(C)=O 1-(2-amino-5-methoxy-3-fluorophenyl)ethanone